ON(CCO)CCO N-hydroxydiethanolamine